diethylhexyl naphthalate (diethylhexyl phthalate) C(C)C1=C(C(=C(C(C(=O)O)=C1)C(=O)O)CCCCCC)CC.C1(=CC=CC2=CC=CC=C12)C(=O)OC(CCCCC)(CC)CC